methyl 5-(5-{2-[1-(2-amino-6-bromo-1,3-benzodiazol-1-yl)-3-azabicyclo[3.2.1]octan-3-yl]ethoxy}-1-methylpyrazol-4-yl)-1-methyl-6-oxopyridine-3-carboxylate NC1=NC2=C(N1C13CN(CC(CC1)C3)CCOC3=C(C=NN3C)C3=CC(=CN(C3=O)C)C(=O)OC)C=C(C=C2)Br